N1=CN=CC2=C1NC1=C(O2)C=CC=C1 benzo[b]pyrimido[4,5-e][1,4]oxazin